(S)-N-(8-(2,4-dichlorophenyl)-9-(4-((1-(3-fluoropropyl)pyrrolidin-3-yl)oxy)phenyl)-6,7-dihydro-5H-benzo[7]annulen-3-yl)acetamide ClC1=C(C=CC(=C1)Cl)C=1CCCC2=C(C1C1=CC=C(C=C1)O[C@@H]1CN(CC1)CCCF)C=CC(=C2)NC(C)=O